N-(2-(6-amino-1-benzyl-3-ethyl-2,4-dioxo-1,2,3,4-tetrahydropyrimidin-5-yl)-2-oxoethyl)-N-isopropylglycine NC1=C(C(N(C(N1CC1=CC=CC=C1)=O)CC)=O)C(CN(CC(=O)O)C(C)C)=O